C(#N)C1=C(C=CC=C1)SC=1C=2N(C=C(C1)C=1C=NN(C1C)C1CCC(CC1)N(C)CC)N=CC2C#N 4-((2-cyanophenyl)thio)-6-(1-((1s,4s)-4-(ethyl(methyl)amino)cyclohexyl)-5-methyl-1H-pyrazol-4-yl)pyrazolo[1,5-a]pyridine-3-carbonitrile